3-(2-Methyl-6-((E)-(4-((E)-phenyldiazenyl)naphthalen-1-yl)diazenyl)-2,3-dihydro-1H-perimidin-2-yl)propyl-5-((3aR,4R,6aS)-2-oxohexahydro-1H-thieno[3,4-d]imidazol-4-yl)pentanoate CC1(NC=2C=CC=C3C(=CC=C(N1)C23)\N=N\C2=CC=C(C3=CC=CC=C23)\N=N\C2=CC=CC=C2)CCCOC(CCCC[C@H]2SC[C@H]3NC(N[C@H]32)=O)=O